C1(=CC=CC2=CC=CC=C12)[Li] Naphthyl-lithium